C(C)(C)(C)OC(=O)N1CC(C2=CC(=CC=C12)C(C)(C)C)(C)CC(=O)OC.FC(CCCCCCCCCCC[NH3+])F difluorododecyl-ammonium Tert-butyl-5-(tert-butyl)-3-(2-methoxy-2-oxoethyl)-3-methylindoline-1-carboxylate